tert-butyldimethyl(((3S,4S,E)-4-methyl-1-(tributylstannyl)oct-1-en-6-yn-3-yl)oxy)silane C(C)(C)(C)[Si](O[C@H](/C=C/[Sn](CCCC)(CCCC)CCCC)[C@H](CC#CC)C)(C)C